C(C)(C)(C)N(C(O)=O)S(NCCCO)(=O)=O tert-butyl-(N-(3-hydroxypropyl)sulfamoyl)carbamic acid